(2S,3R,4S,5S,6S)-2-(4-((S)-2-((((9H-fluoren-9-yl)methoxy)carbonyl)amino)-3-(benzyloxy)-3-oxopropyl)phenoxy)-6-(methoxycarbonyl)tetrahydro-2H-pyran-3,4,5-triyl triacetate C(C)(=O)O[C@H]1[C@@H](O[C@@H]([C@H]([C@@H]1OC(C)=O)OC(C)=O)C(=O)OC)OC1=CC=C(C=C1)C[C@@H](C(=O)OCC1=CC=CC=C1)NC(=O)OCC1C2=CC=CC=C2C=2C=CC=CC12